COC1=C(C=CC(=C1)OCC1=C(C=CC=C1)C(F)(F)F)C1C=2C(NC(C1)=O)=NNC2 4-(2-methoxy-4-{[2-(trifluoromethyl)phenyl]methoxy}phenyl)-2H,4H,5H,6H,7H-pyrazolo[3,4-b]pyridin-6-one